(10-(6-aminopyridin-3-yl)-7,8-dichloro-1-methyl-3,4-dihydropyrazino[1,2-b]indazol-2(1H)-yl)(5-methoxypyrimidin-2-yl)methanone NC1=CC=C(C=N1)C=1C2=C3N(N=C2C(=C(C1)Cl)Cl)CCN(C3C)C(=O)C3=NC=C(C=N3)OC